C1(=CC=C(C=C1)CC(C)(N)C)C1=CC=CC=C1 (biphenyl-4-yl)-2-methyl-2-aminopropane